[1-[2-(Dimethylamino)ethyl]-6-(2-methylpyrazol-3-yl)indol-3-yl]-(6-fluorochroman-3-yl)methanone CN(CCN1C=C(C2=CC=C(C=C12)C=1N(N=CC1)C)C(=O)C1COC2=CC=C(C=C2C1)F)C